CNC1=NC(=NC(=C1)C)NC=1C=C(C2=C(CCO2)C1)C=1CCCN(CC1)C N4,6-dimethyl-N2-[7-(1-methyl-2,3,4,7-tetrahydroazepin-5-yl)-2,3-dihydrobenzofuran-5-yl]pyrimidine-2,4-diamine